F[C@H]1CN(CC[C@@H]1NC(=O)C1=CC(=CC=2N(C=NC21)CC(F)(F)F)C#CCNC=2C(OC)=CC=C(C2)S(=O)(=O)C)CCOC N-[(3S,4S)-3-fluoro-1-(2-methoxyethyl)-4-piperidyl]-6-[3-(4-mesyl-2-anisidino)-1-propynyl]-1-(2,2,2-trifluoroethyl)-1H-benzo[d]imidazole-4-carboxamide